CC1CCCC=2N1C=C(N2)S(=O)(=O)N2[C@H]1CC(C[C@@H]2CC1)N1CCC(CC1)C 5-methyl-2-(((1r,3s,5s)-3-(4-methylpiperidin-1-yl)-8-azabicyclo[3.2.1]oct-8-yl)sulfonyl)-5,6,7,8-tetrahydroimidazo[1,2-a]pyridine